(2S,3S,4R,5R)-5-(6-((3-chlorobenzyl)amino)-2-(5-chloropyridin-3-yl)-9H-purin-9-yl)-3,4-Dihydroxy-N-methyltetrahydrofuran-2-carboxamide ClC=1C=C(CNC2=C3N=CN(C3=NC(=N2)C=2C=NC=C(C2)Cl)[C@H]2[C@@H]([C@@H]([C@H](O2)C(=O)NC)O)O)C=CC1